DL-allose O=C[C@H](O)[C@H](O)[C@H](O)[C@H](O)CO |r|